S(SC1=C(C=CC=C1)NC1=NC(=NC(=N1)N)C(Cl)(Cl)Cl)C1=C(C=CC=C1)NC1=NC(=NC(=N1)N)C(Cl)(Cl)Cl N2'-(disulfanediylbis(2,1-phenylene))bis(6-(trichloromethyl)-1,3,5-triazine-2,4-diamine)